1-(1-(4-([1,1'-Biphenyl]-3-yl)Piperazin-1-yl)-1-Oxo-3-Phenylpropan-2-yl)Pyrrolidine-2,5-Dione C1(=CC(=CC=C1)N1CCN(CC1)C(C(CC1=CC=CC=C1)N1C(CCC1=O)=O)=O)C1=CC=CC=C1